6-bromo-2-(2-benzyloxy-3-bromophenyl)pyridine BrC1=CC=CC(=N1)C1=C(C(=CC=C1)Br)OCC1=CC=CC=C1